2-[6-amino-5-(8-[2-[2-(piperazin-1-yl)ethoxy]pyridin-4-yl]-3,8-diazabicyclo[3.2.1]octan-3-yl)pyridazin-3-yl]phenol NC1=C(C=C(N=N1)C1=C(C=CC=C1)O)N1CC2CCC(C1)N2C2=CC(=NC=C2)OCCN2CCNCC2